FC=1C=C2C(=CN=CC2=CC1)N 6-fluoro-isoquinolin-4-amine